OC=1C=CC=C2C=CC=NC12.OC=1C=CC=C2C=CC=NC12.OC=1C=CC=C2C=CC=NC12.[Al] aluminium tris(8-hydroxyquinoline)